OC1(CCN(CC1)C1=C(C(NC2=CN=C(C=C12)C(C)O)=O)C#N)C 4-(4-hydroxy-4-methylpiperidin-1-yl)-6-(1-hydroxyethyl)-2-oxo-1,2-dihydro-1,7-naphthyridine-3-carbonitrile